OC[C@]1(N2CCC(C1=O)(CC2)C(C(F)(F)F)(C)C)COC (1R,2S,4R)-2-(hydroxymethyl)-2-(methoxymethyl)-4-(1,1,1-trifluoro-2-methylpropan-2-yl)quinuclidin-3-one